C(#N)C=1C=C(C=NC1)[C@H]1N(OCC1)C(=O)C1CCN(CC1)C=1N=CC(=NC1)C(=O)N 5-[4-[(3S)-3-(5-Cyano-3-pyridyl)isoxazolidine-2-carbonyl]-1-piperidyl]pyrazine-2-carboxamide